6-(8-pentadecenyl)-2,4-dihydroxybenzoic acid C(CCCCCCC=CCCCCCC)C1=CC(=CC(=C1C(=O)O)O)O